FC(OC[C@H]1N(CCN(C1)CC1=CC=C(C=C1)C(F)(F)F)C1=CC=C(C(=O)OC)C=C1)F methyl (S)-4-(2-((difluoromethoxy)methyl)-4-(4-(trifluoromethyl) benzyl)piperazin-1-yl)benzoate